5-[1-(4-Nitropyrazol-1-yl)ethyl]-2-(2,2,2-trifluoroethyl)tetrazole [N+](=O)([O-])C=1C=NN(C1)C(C)C=1N=NN(N1)CC(F)(F)F